FC1=C(C=CC(=C1F)F)Cl 2,3,4-trifluoro-chlorobenzene